CN(C(O)=O)CCNC(C(F)(F)F)=O Methyl-(2-(2,2,2-trifluoroacetamido)ethyl)carbamic acid